FC(OC1=NC=CC(=C1)CN)F (2-(difluoromethoxy)pyridin-4-yl)methanamine